ClC1=CC=C(CN2C(=NN=C2OC)N2N=C(C3=CC=CC=C23)C)C=C1 (4-(4-chlorobenzyl)-5-methoxy-4H-1,2,4-triazol-3-yl)-3-methyl-1H-indazole